Ethyl N-[(3-{4-[(2-ethyl-1H-imidazol-1-yl)methyl]-3-fluorophenyl}-5-(2-methylpropyl)thiophen-2-yl)sulfonyl]carbamate C(C)C=1N(C=CN1)CC1=C(C=C(C=C1)C1=C(SC(=C1)CC(C)C)S(=O)(=O)NC(OCC)=O)F